C1(=CC=CC=C1)[N+](=CC=CC1=CC=CC=C1)[O-] N,3-diphenylprop-2-en-1-imine oxide